1,5-diisocyanatonaphthalene tert-butyl-(4-fluoro-3-((2-(methylthio)-5-(4-(trifluoromethyl)phenyl)pyrimidin-4-yl)amino)phenyl)carbamate C(C)(C)(C)N(C(O)=O)C1=CC(=C(C=C1)F)NC1=NC(=NC=C1C1=CC=C(C=C1)C(F)(F)F)SC.N(=C=O)C1=CC=CC2=C(C=CC=C12)N=C=O